FC(C(C)C1CCC(CC1)NC(=O)C=1C=CC2=C(C=3N(CCO2)C=NC3)C1)(F)F N-(4-(1,1,1-Trifluoropropan-2-yl)cyclohexyl)-5,6-dihydrobenzo[f]imidazo[1,5-d][1,4]oxazepine-10-carboxamide